BrC1=CC=C2C3(C(NC2=C1)=O)CCC(CC3)=O 6'-bromospiro[cyclohexane-1,3'-indoline]-2',4-dione